ClCC(=O)C=1N(C=CN1)C(C1=CC=CC=C1)(C1=CC=CC=C1)C1=CC=CC=C1 2-Chloro-1-(1-trityl-1H-imidazol-2-yl)ethanone